4-(7-((3-(diethylamino)propyl)carbamoyl)benzo[d]imidazo[2,1-b]thiazol-2-yl)benzoic acid C(C)N(CCCNC(=O)C1=CC2=C(N3C(S2)=NC(=C3)C3=CC=C(C(=O)O)C=C3)C=C1)CC